2-((4-(cyclohex-1-en-1-yl)-1-oxo-1,2-dihydroisoquinolin-7-yl)oxy)acetonitrile C1(=CCCCC1)C1=CNC(C2=CC(=CC=C12)OCC#N)=O